FC=1C=C2C=C(NC2=CC1CCC1=NOC=C1)CNC(=O)C1(CC1)C N-((5-fluoro-6-(2-(isoxazol-3-yl)ethyl)-1H-indol-2-yl)methyl)-1-methylcyclopropane-1-carboxamide